3-((4-(heptyloxy)phenyl)sulfonyl)-4-(4-methyl-1,4-diazepan-1-yl)-6-(methylsulfinyl)quinoline C(CCCCCC)OC1=CC=C(C=C1)S(=O)(=O)C=1C=NC2=CC=C(C=C2C1N1CCN(CCC1)C)S(=O)C